C(C)(=O)OCC=CC=CC 2,4-HEXADIENYL ACETATE